C1(CC1)C=1C=C(OC2CCC(CC2)NC(=O)C=2N=NC(=CC2)N2CCC(CC2)C=O)C=CC1C#N N-((1r,4r)-4-(3-cyclopropyl-4-cyanophenoxy)cyclohexyl)-6-(4-formylpiperidin-1-yl)pyridazine-3-carboxamide